(R)-((3-hydroxytetrahydrofuran-3-yl)methyl)carbamate O[C@@]1(COCC1)CNC([O-])=O